(4-bromobenzyl)quinolin-8-amine BrC1=CC=C(CC2=NC3=C(C=CC=C3C=C2)N)C=C1